1-(2-hydroxyethyl)-7-oxo-4,5,6,7-tetrahydro-1H-pyrazolo[3,4-c]pyridine-3-carboxamide OCCN1N=C(C2=C1C(NCC2)=O)C(=O)N